racemic-tetrahydrofuran O1CCCC1